COC1=C(C=C(C(=O)OC)C=C1)S(NC1=C(C=CC(=C1)S(=O)(=O)C)C1=NC=CC=C1)(=O)=O methyl 4-methoxy-3-(N-(5-(methylsulfonyl)-2-(pyridin-2-yl)phenyl)sulfamoyl)benzoate